2-[(2s,7r)-2-methyl-7-(trifluoromethyl)-1,4-oxazepan-4-yl]-N-(2-sulfamoylpyridin-4-yl)-5-(trifluoromethyl)pyridine-3-carboxamide C[C@@H]1O[C@H](CCN(C1)C1=NC=C(C=C1C(=O)NC1=CC(=NC=C1)S(N)(=O)=O)C(F)(F)F)C(F)(F)F